5-[2-Fluoro-6-hydroxy-4-[(6-methyl-1,4,5,6-tetrahydropyrimidin-2-yl)amino]phenyl]-1,1-dioxo-1,2,5-thiadiazolidin-3-one FC1=C(C(=CC(=C1)NC=1NC(CCN1)C)O)N1CC(NS1(=O)=O)=O